[Si](C1=CC=CC=C1)(C1=CC=CC=C1)(C(C)(C)C)OCC=1C=C(C=CC1)O 3-(((tert-butyldiphenylsilyl)oxy)methyl)phenol